OC=1C=C(CNC(C2=C(C=C(C=C2)O)O)=O)C=CC1O 2,4-dihydroxybenzoic acid-N-(3,4-dihydroxybenzyl) amide